Dichloro[1,3-bis(2,4,6-trimethylphenyl)-2-imidazolidinylidene](benzylidene)(tricyclohexylphosphine) ruthenium(II) [Ru+2].ClC1C(C(C(CC1)(P(C1CCCCC1)C1CCCCC1)Cl)=CC1=CC=CC=C1)=C1N(CCN1C1=C(C=C(C=C1C)C)C)C1=C(C=C(C=C1C)C)C